5-(2-ethoxy-3-pyridinyl)-1-isopropyl-N-tetrahydropyran-4-yl-pyrazolo[4,3-b]pyridin-7-amine C(C)OC1=NC=CC=C1C1=CC(=C2C(=N1)C=NN2C(C)C)NC2CCOCC2